COC(C(C(=O)OC)[C@@H](C1(CCCCC1)[N+](=O)[O-])C1=CC=C(C=C1)OC)=O |r| (±)-2-[(4-Methoxyphenyl)-(1-nitrocyclohexyl)methyl]malonic Acid Dimethyl Ester